2,6-dichloro-N-((1R,2R,4S)-7-cyano-7-azabicyclo[2.2.1]heptan-2-yl)-4-(1-methyl-1H-pyrazol-3-yl)-benzamide ClC1=C(C(=O)N[C@H]2[C@H]3CC[C@@H](C2)N3C#N)C(=CC(=C1)C1=NN(C=C1)C)Cl